N1(C=NC=C1)C1=CC=C(C=C1)C1=CC=C(C=C1)N1C=NC=C1 4,4'-bis(1-imidazolyl)biphenyl